(1R,2S)-2-(3-{[5-(difluoromethoxy)-2-methylpyrimidin-4-yl]amino}-1H-indazol-6-yl)-5'-methoxyspiro[cyclopropane-1,3'-indol] FC(OC=1C(=NC(=NC1)C)NC1=NNC2=CC(=CC=C12)[C@@H]1C[C@@]12C=NC1=CC=C(C=C21)OC)F